NC=1C=C(C=CC1O)[C@@H](COC)N1C(N[C@@H](C1)C(F)(F)F)=O (S)-1-((S)-1-(3-Amino-4-hydroxyphenyl)-2-methoxyethyl)-4-(trifluoromethyl)imidazolidin-2-one